ethyl 6-isobutyl-5-methylsulfonyl-4-oxo-1-[4-(trifluoromethoxy)phenyl]cinnoline-3-carboxylate C(C(C)C)C=1C(=C2C(C(=NN(C2=CC1)C1=CC=C(C=C1)OC(F)(F)F)C(=O)OCC)=O)S(=O)(=O)C